(2E)-3-{[3-cyano-4-(piperidin-1-yl)phenyl](imino)oxo-λ6-sulfanyl}prop-2-en C(#N)C=1C=C(C=CC1N1CCCCC1)S(/C=C/C)(=O)=N